ClC=1C(=NC2=CC(=CC(=C2C1)F)OCC1=C[C@H]([C@H]2[C@@H]1OC(O2)(C)C)N2C=CC1=C2N=CN=C1Cl)NCC1=CC=C(C=C1)OC 3-Chloro-7-(((3aS,4R,6aR)-4-(4-chloro-7H-pyrrolo[2,3-d]pyrimidin-7-yl)-2,2-dimethyl-3a,6a-dihydro-4H-cyclopenta[d][1,3]dioxol-6-yl)methoxy)-5-fluoro-N-(4-methoxybenzyl)quinolin-2-amine